2-iodo-N-(2-methylallyl)-6-(trifluoromethyl)pyridin-3-amine IC1=NC(=CC=C1NCC(=C)C)C(F)(F)F